N-(3-chloro-4-methyl-1H-indol-7-yl)-1-methylpyrazole-4-sulfonamide ClC1=CNC2=C(C=CC(=C12)C)NS(=O)(=O)C=1C=NN(C1)C